methyl (S)-8-(hydroxycarbamoyl)-3-methyl-2,3-dihydrobenzo[f][1,4]oxazepine-4(5H)-carboxylate ONC(=O)C1=CC2=C(CN([C@H](CO2)C)C(=O)OC)C=C1